C1(=C(C=CC=C1)CS)CS 1,2-phenylenedimethanethiol